ethyl 2-(4-ethoxyethylphenyl)-2-carbonyl-acetate C(C)OCCC1=CC=C(C=C1)C(C(=O)OCC)=C=O